BrC1=CC=C(C=C1)N1C([C@@H](CCC1)NC(=O)NC1=CC=C(C=C1)C(F)(F)F)=O (R)-1-(1-(4-bromophenyl)-2-oxopiperidin-3-yl)-3-(4-(trifluoromethyl)phenyl)urea